N-(4-(2,5-difluorophenyl)-6-(5,5-difluorotetrahydro-2H-pyran-2-yl)pyrimidin-5-yl)-3-(tetrahydro-2H-pyran-4-yl)isoxazole-5-carboxamide FC1=C(C=C(C=C1)F)C1=NC=NC(=C1NC(=O)C1=CC(=NO1)C1CCOCC1)C1OCC(CC1)(F)F